FC1CC(CN(C1)C)NC1=CC=C(N=N1)C1=C(C=C(C=C1C)C(F)(F)F)O 2-(6-((5-fluoro-1-methylpiperidin-3-yl)amino)pyridazin-3-yl)-3-methyl-5-(trifluoromethyl)phenol